(1S,2S,5R)-3-[(2S)-3,3-dimethyl-2-[(2,2,2-trifluoroacetyl)amino]butanoyl]-3-azabicyclo[3.1.0]hexane-2-carboxylic acid CC([C@@H](C(=O)N1[C@@H]([C@H]2C[C@H]2C1)C(=O)O)NC(C(F)(F)F)=O)(C)C